C(C)(C)(C)C1=C(CP(O)(O)=O)C(=CC(=C1)O)C(C)(C)C.C(C(=C)C)(=O)OCC(COCCC[SiH2]C(O[Si](C)(C)C)O[Si](C)(C)C)O 3-(3-methacryloyloxy-2-hydroxypropoxy)propylbis(trimethylsiloxy)methylsilane 2,6-di-t-butyl-4-hydroxylbenzylphosphonate